C(CCC)C(CC(CCCCCCCCC)O)CCCC 2-butylhexyldecanol